N8-[(4-fluorophenyl)methyl]-2-(methoxymethyl)imidazo[1,2-b]pyridazine-3,8-dicarboxamide FC1=CC=C(C=C1)CNC(=O)C=1C=2N(N=CC1)C(=C(N2)COC)C(=O)N